1,3,5-tri(2-formyl-pyridine-5-yl)benzene (5-(4-(4-(2-chloro-5-fluorophenoxy)piperidin-1-yl)phenyl)-1,3,4-thiadiazol-2-yl)methyl-propionate ClC1=C(OC2CCN(CC2)C2=CC=C(C=C2)C2=NN=C(S2)COC(CC)=O)C=C(C=C1)F.C(=O)C1=NC=C(C=C1)C1=CC(=CC(=C1)C=1C=CC(=NC1)C=O)C=1C=CC(=NC1)C=O